5-(((6-(4-fluorophenyl)-8-methoxyquinazolin-4-yl)amino)methyl)-N-methylpyridinamide FC1=CC=C(C=C1)C=1C=C2C(=NC=NC2=C(C1)OC)NCC=1C=CC(=NC1)C(=O)NC